FC(C(C=O)=O)(F)F 3,3,3-trifluoropropane-1,2-dione